7-cyclopentyl-N-(2-methoxyphenyl)-2-((5-(4-methylpiperazin-1-yl)pyridin-2-yl)amino)-7H-pyrrolo[2,3-d]pyrimidine-6-carboxamide C1(CCCC1)N1C(=CC2=C1N=C(N=C2)NC2=NC=C(C=C2)N2CCN(CC2)C)C(=O)NC2=C(C=CC=C2)OC